dimethylthiophene CC1=C(SC=C1)C.CC1=CC(=CS1)C